6-fluoro-furo[2,3-c]quinolin-4(5H)-one FC1=CC=CC=2C3=C(C(NC12)=O)OC=C3